(1R,2R)-2-((9-((2R,3R,5S)-3-acetoxy-5-(acetoxymethyl)tetrahydrofuran-2-yl)-2-amino-8-oxo-8,9-dihydro-7H-purin-7-yl)methyl)cyclopropane-1-carboxylic acid ethyl ester C(C)OC(=O)[C@H]1[C@@H](C1)CN1C(N(C2=NC(=NC=C12)N)[C@@H]1O[C@@H](C[C@H]1OC(C)=O)COC(C)=O)=O